O1C2=C(SC1)C=CC=C2 benzo-1,4-oxathiolane